CN1[C@@H](C[C@H](C1)C)CO ((2S,4R)-1,4-dimethylpyrrolidin-2-yl)methanol